6'-({(2s)-1-[(4-phenylbutyl)amino]propan-2-yl}oxy)-2',3'-dihydrospiro[cyclohexane-1,1'-indene]-4-carboxylic acid C1(=CC=CC=C1)CCCCNC[C@H](C)OC1=CC=C2CCC3(C2=C1)CCC(CC3)C(=O)O